Lanthionine TFA Salt OC(=O)C(F)(F)F.N[C@@H](CSC[C@H](N)C(=O)O)C(=O)O